C(C)N1C[C@@H]2[C@H](CC1)CCN2C2=CC=C(N=N2)C2=C(C=C(C=C2C)C)O 2-[6-[(3aR,7aS)-6-ethyl-3,3a,4,5,7,7a-hexahydro-2H-pyrrolo[2,3-c]pyridin-1-yl]pyridazin-3-yl]-3,5-dimethyl-phenol